N-(5-(7'-Fluoro-3'-methyl-3-((methylamino)methyl)-2'-oxo-2',3'-dihydrospiro[cyclobutane-1,1'-pyrrolo[2,3-c]quinolin]-8'-yl)-2-(2-(isopropylamino)ethoxy)pyridin-3-yl)methanesulfonamide FC=1C(=CC=2C3=C(C=NC2C1)N(C(C31CC(C1)CNC)=O)C)C=1C=C(C(=NC1)OCCNC(C)C)NS(=O)(=O)C